C1NCC2C1CN(C2)C=2C=CC(=C(C(=O)N[C@H](C)C1=CC(=CC(=C1)C=1C=NN(C1)C)OC)C2)C 5-(2,3,3a,4,6,6a-Hexahydro-1H-pyrrolo[3,4-c]pyrrol-5-yl)-N-[(1R)-1-[3-methoxy-5-(1-methylpyrazol-4-yl)phenyl]ethyl]-2-methyl-benzamide